3-[6-(2-bromoethoxy)-1-oxo-3H-isoindol-2-yl]piperidine-2,6-dione BrCCOC1=CC=C2CN(C(C2=C1)=O)C1C(NC(CC1)=O)=O